(R)-1-carboxy-N-methyl-3-phenoxypropan-1-aminium 2,2,2-trifluoroacetate FC(C(=O)[O-])(F)F.C(=O)(O)[C@@H](CCOC1=CC=CC=C1)[NH2+]C